(4,4'-di-tert-butyl-2,2'-bipyridine) iridium (I) [Ir+].C(C)(C)(C)C1=CC(=NC=C1)C1=NC=CC(=C1)C(C)(C)C